FC(C1=CC=C(OC2=NC=C(C3=CC=CC=C23)CNC(C=C)=O)C=C1)(F)F N-([1-{4-(trifluoromethyl)phenoxy}isoquinolin-4-yl]methyl)acrylamide